FC(COC=1C(=NON1)C(=O)O)(F)F 4-(2,2,2-trifluoroethoxy)-1,2,5-oxadiazole-3-carboxylic acid